4-[[3-(2,3-difluoro-4-methoxy-phenyl)imidazo[1,2-a]pyrazin-8-yl]amino]-2-ethyl-N-[4-[(3S)-3-(hydroxymethyl)piperazin-1-yl]-4-oxo-butyl]benzamide Manganese-lithium [Li].[Mn].FC1=C(C=CC(=C1F)OC)C1=CN=C2N1C=CN=C2NC2=CC(=C(C(=O)NCCCC(=O)N1C[C@H](NCC1)CO)C=C2)CC